COCCN(C1=NC=C(C=C1)[N+](=O)[O-])C N-(2-methoxyethyl)-N-methyl-5-nitropyridin-2-amine